(3-(1-amino-1,3-dihydrospiro[indene-2,4'-piperidin]-1'-yl)-6-(2-(4-amino-2-chloropyrimidin-5-yl)vinyl)pyrazin-2-yl)methanol NC1C2=CC=CC=C2CC12CCN(CC2)C=2C(=NC(=CN2)C=CC=2C(=NC(=NC2)Cl)N)CO